O1CCOC2=C1C=CC(=C2)/C=C/C(=O)C2=C(C=C(OCC(=O)[O-])C=C2)O 2-[4-[(E)-3-(2,3-Dihydro-1,4-benzodioxin-6-yl)prop-2-enoyl]-3-hydroxyphenoxy]acetate